N-(3-methyl-2-phenylpyrazolo[1,5-a]pyridin-6-yl)-N'-[(pyridin-4-yl)methyl]urea CC=1C(=NN2C1C=CC(=C2)NC(=O)NCC2=CC=NC=C2)C2=CC=CC=C2